4-(2-(2,5-dihydro-1H-pyrrol-3-yl)-1H-pyrrolo[2,3-b]pyridin-5-yl)-N-(2,2,2-trifluoroethyl)thiophene-2-carboxamide N1CC(=CC1)C1=CC=2C(=NC=C(C2)C=2C=C(SC2)C(=O)NCC(F)(F)F)N1